2'-Hydroxy-3,4,4',6'-tetrakis(benzyloxy)chalcone OC1=C(C(/C=C/C2=CC(=C(C=C2)OCC2=CC=CC=C2)OCC2=CC=CC=C2)=O)C(=CC(=C1)OCC1=CC=CC=C1)OCC1=CC=CC=C1